4'-bromospiro[cyclopropane-1,3'-indolin]-2'-one BrC1=C2C3(C(NC2=CC=C1)=O)CC3